FC(CNC(=O)C=1C=NN2C1C=C(C=C2)C2=CNC=1N=CN=C(C12)C=1C=NN(C1)C)F N-(2,2-difluoroethyl)-5-(4-(1-methyl-1H-pyrazol-4-yl)-7H-pyrrolo[2,3-d]pyrimidin-5-yl)pyrazolo[1,5-a]pyridine-3-carboxamide